CN1N=C(C=C1)C=1C=CC2=C(N=C(O2)C2=CC(=NC=C2)C(=O)N2CCC(CC2)[C@H](C2=CC=CC=C2)N2N=C(N=N2)C)C1 |r| (R/S)-(4-(5-(1-methyl-1H-pyrazol-3-yl)benzo[d]oxazol-2-yl)pyridin-2-yl)(4-((5-methyl-2H-tetrazol-2-yl)(phenyl)methyl)piperidin-1-yl)methanone